NC1=CC(=NC=N1)C=1C=C(C=C(C1)Cl)C1COC2(CC2)CN1C(C=C)=O 1-(6-(3-(6-aminopyrimidin-4-yl)-5-chlorophenyl)-4-oxa-7-azaspiro[2.5]octan-7-yl)prop-2-en-1-one